ethyl α-bromobenzeneacetate BrC(C(=O)OCC)C1=CC=CC=C1